(2-(3'-bromo-2,2'-dimethyl-[1,1'-biphenyl]-3-yl)-7-chlorobenzo[d]oxazol-5-yl)methanol BrC=1C(=C(C=CC1)C1=C(C(=CC=C1)C=1OC2=C(N1)C=C(C=C2Cl)CO)C)C